N-[6-[1,5-bis(fluoromethyl)-8-oxabicyclo[3.2.1]oct-6-en-3-yl]-2-(4,4-dimethylcyclohexen-1-yl)-3-pyridyl]-4-cyano-1-(2-trimethylsilylethoxymethyl)imidazole-2-carboxamide FCC12CC(CC(C=C1)(O2)CF)C2=CC=C(C(=N2)C2=CCC(CC2)(C)C)NC(=O)C=2N(C=C(N2)C#N)COCC[Si](C)(C)C